C(C1=CC=CC=C1)(=O)OCC=NCCCC 2-butyliminoethyl benzoate